C(\C=C/C)(=O)O cis-crotonic acid